3-cyclopentyl-5-[2-(2-morpholin-4-yl-ethoxy)-benzyl]-1,6-dihydro-pyrazolo[4,3-d]pyrimidin-7-one C1(CCCC1)C1=NNC2=C1N=C(NC2=O)CC2=C(C=CC=C2)OCCN2CCOCC2